N[C@H](C)C=1C=C(C=C2C(N(C(=NC12)C1=C(N=C(O1)C)C)C)=O)C (R)-8-(1-aminoethyl)-2-(2,4-dimethyloxazol-5-yl)-3,6-dimethylquinazolin-4(3H)-one